O(C(=O)C)C(CC)(CC)C 3-acetoxyl-3-methylpentane